tert-butyl 7-{2-[(6-hydroxy-5,6,7,8-tetrahydroquinolin-3-yl)amino]-5H,6H,7H,8H-pyrido[3,4-d]pyrimidin-7-yl}-8-methyl-1H,2H,3H-pyrido[2,3-b][1,4]oxazine-1-carboxylate OC1CC=2C=C(C=NC2CC1)NC=1N=CC2=C(N1)CN(CC2)C2=C(C1=C(OCCN1C(=O)OC(C)(C)C)N=C2)C